C(C)(C)(C)O[C@H](C(=O)NO)C=1C(=C2C(=NC1C)N(C(=C2C)C)CC=2C=NN(C2)C)C2=CC=C(C=C2)Cl (S)-2-(tert-butoxy)-2-(4-(4-chlorophenyl)-2,3,6-trimethyl-1-((1-methyl-1H-pyrazol-4-yl)methyl)-1H-pyrrolo[2,3-b]pyridin-5-yl)-N-hydroxyacetamide